C(OC(CF)(C)C)(OC1=CC=C(C=C1)[N+](=O)[O-])=O 1-fluoro-2-methylpropan-2-yl 4-nitrophenyl carbonate